ClC1=C(C=CC=C1C1=CC=C(C(=N1)OC)CNC(CCO)(C)C)C1=C(C(=CC=C1)NC=1C2=C(N=C(N1)C)C=CC=N2)C 3-(((6-(2-chloro-2'-methyl-3'-((2-methylpyrido[3,2-d]pyrimidin-4-yl)amino)-[1,1'-biphenyl]-3-yl)-2-methoxypyridin-3-yl)methyl)amino)-3-methylbutan-1-ol